NC1=NC=CC2=C1N=CN(C2=O)CC2=NC(=NO2)[C@@H]2CO[C@H](C2)C2=CC=C(C=C2)Cl |r| 8-amino-3-[[3-[rac-(3R,5R)-5-(4-chlorophenyl)tetrahydrofuran-3-yl]-1,2,4-oxadiazol-5-yl]methyl]pyrido[3,4-d]pyrimidin-4-one